((R)-1-(4-fluorophenyl)-6-((6-((R)-3-fluoropyrrolidin-1-yl)pyridin-3-yl)sulfonyl)-4,4a,5,6,7,8-hexahydro-1H-pyrazolo[3,4-g]isoquinolin-4a-yl)(thiazol-2-yl)methanone FC1=CC=C(C=C1)N1N=CC2=C1C=C1CCN(C[C@]1(C2)C(=O)C=2SC=CN2)S(=O)(=O)C=2C=NC(=CC2)N2C[C@@H](CC2)F